6-Bromo-7-(2-chloro-5-fluorophenyl)-8-[(4-methoxyphenyl)methyl]-4-{[(4-methoxyphenyl)methyl]amino}-8,9-dihydro-7H-pyrrolo[4,3-H]quinazolin-9-one BrC=1C=C2C(=NC=NC2=C2C1C(N(C2=O)CC2=CC=C(C=C2)OC)C2=C(C=CC(=C2)F)Cl)NCC2=CC=C(C=C2)OC